caprolactam sodium salt [Na].C1(CCCCCN1)=O